COC=1C=C(C=CC1)N1C(C2=CC=CC=C2C(=N1)C(=O)N1CCN(CC1)C1=CC=C(C=C1)OC)=O 2-(3-methoxyphenyl)-4-[[4-(4-methoxyphenyl)-1-piperazinyl]carbonyl]-1(2H)-phthalazinone